(M)-6-[4-[4-(aminomethyl)-1-oxo-2H-phthalazin-6-yl]-2-methyl-pyrazol-3-yl]-5-fluoro-quinoline-7-carbonitrile NCC1=NNC(C2=CC=C(C=C12)C1=C(N(N=C1)C)C=1C(=C2C=CC=NC2=CC1C#N)F)=O